2-(3-(2-((1,5-dimethyl-1H-pyrazol-3-yl)amino)-5-methylpyrimidin-4-yl)-1H-indol-7-yl)-4-(1-methyl-1,2,3,6-tetrahydropyridin-4-yl)isoindolin-1-one CN1N=C(C=C1C)NC1=NC=C(C(=N1)C1=CNC2=C(C=CC=C12)N1C(C2=CC=CC(=C2C1)C=1CCN(CC1)C)=O)C